2H-pyran-2-on O1C(C=CC=C1)=O